COC(/C(=N/OC)/C1=C(C=CC=C1)CBr)=O (2E)-2-[2-(bromomethyl)phenyl]-2-methoxyimino-acetic acid methyl ester